3-(4-(1,4-dioxa-8-azaspiro[4.5]decan-8-yl)pyrimidin-2-yl)imidazo[1,2-a]pyrazine-6-carboxamide O1CCOC12CCN(CC2)C2=NC(=NC=C2)C2=CN=C1N2C=C(N=C1)C(=O)N